toluene-4-sulfinic acid, ammonium salt [NH4+].CC1=CC=C(C=C1)S(=O)[O-]